(3r,5r)-1-{2-[1-(cyclopropylmethyl)-6-(1H-indazol-4-yl)-1H-indol-2-yl]-4-methoxy-3-methylpyrazolo[1,5-a]pyridine-6-carbonyl}-5-fluoropiperidin-3-amine C1(CC1)CN1C(=CC2=CC=C(C=C12)C1=C2C=NNC2=CC=C1)C1=NN2C(C(=CC(=C2)C(=O)N2C[C@@H](C[C@H](C2)F)N)OC)=C1C